rel-(R)-7-((5-(2-(2-aminopropan-2-yl)morpholino)pyridin-2-yl)amino)-4-(7-fluoro-imidazo[1,2-a]pyridin-3-yl)isoindolin-1-one NC(C)(C)[C@@H]1OCCN(C1)C=1C=CC(=NC1)NC=1C=CC(=C2CNC(C12)=O)C1=CN=C2N1C=CC(=C2)F |o1:4|